4-(2,5-di-oxo-3-pyrrolin-1-yl)benzoic acid O=C1N(C(C=C1)=O)C1=CC=C(C(=O)O)C=C1